tert-butyl (2-butoxy-7-(hydroxy(4-(pyrrolidin-1-ylmethyl)phenyl)methyl)imidazo[2,1-f][1,2,4]triazin-4-yl)(tert-butoxycarbonyl)carbamate C(CCC)OC1=NN2C(C(=N1)N(C(OC(C)(C)C)=O)C(=O)OC(C)(C)C)=NC=C2C(C2=CC=C(C=C2)CN2CCCC2)O